(S)-2-((((9H-fluoren-9-yl)methoxy)carbonyl)(methyl)amino)-3-(pyridin-3-yl)propanoic acid 2,2,2-trifluoroacetic acid salt FC(C(=O)O)(F)F.C1=CC=CC=2C3=CC=CC=C3C(C12)COC(=O)N([C@H](C(=O)O)CC=1C=NC=CC1)C